FC(S(=O)(=O)C=1C=CC(=NC1)CC1CC2(CN(C2)C(=O)N2CC3(C2)NC(CC3)=O)C1)(F)F 2-[6-[[5-(trifluoromethylsulfonyl)-2-pyridyl]methyl]-2-azaspiro[3.3]heptane-2-carbonyl]-2,5-diazaspiro[3.4]octan-6-one